C1(CC1)C=1C=C(C=CC1)C=1C=C2C(=CNC2=CC1)NC(CC)=O N-[5-(3-cyclopropyl-phenyl)-1H-indol-3-yl]propanamide